3-(3-(2-(5-((4,6-difluoro-1H-indol-5-yl)oxy)-2-fluorophenyl)-1H-imidazole-5-carbonyl)phenyl)propanoic acid methyl ester COC(CCC1=CC(=CC=C1)C(=O)C1=CN=C(N1)C1=C(C=CC(=C1)OC=1C(=C2C=CNC2=CC1F)F)F)=O